2-(2-(1-(Cyclopropylsulfonyl)-1H-pyrazol-4-yl)pyridin-4-yl)-N4-((1s,4s)-4-fluorocyclohexyl)-5-(1-methyl-5-(trifluoromethyl)-1H-pyrazol-3-yl)pyrimidine-2,4-diamine C1(CC1)S(=O)(=O)N1N=CC(=C1)C1=NC=CC(=C1)C1(NC=C(C(=N1)NC1CCC(CC1)F)C1=NN(C(=C1)C(F)(F)F)C)N